(3S)-1-{6-[2-(methoxymethoxy)-4-(4,4,5,5-tetramethyl-1,3,2-dioxaborolan-2-yl)phenyl]pyridazin-3-yl}-N-(oxolan-3-yl)pyrrolidin-3-amine COCOC1=C(C=CC(=C1)B1OC(C(O1)(C)C)(C)C)C1=CC=C(N=N1)N1C[C@H](CC1)NC1COCC1